((diethoxyphosphoryl)oxy)(2-octyldodecyl)zinc tert-Butyl-(((cis)-4-aminocyclohexyl)methyl)carbamate C(C)(C)(C)N(C(O)=O)C[C@@H]1CC[C@@H](CC1)N.C(C)OP(=O)(OCC)O[Zn]CC(CCCCCCCCCC)CCCCCCCC